ClC=1C(=C(C=CC1)\C(\C)=N\[S@](=O)C(C)(C)C)C (R,E)-N-(1-(3-chloro-2-methylphenyl)ethylidene)-2-methylpropane-2-sulfinamide